ethyl 8-bromo-2,2-dimethyl-4-(trifluoromethylsulfonyloxy)-2H-chromene-6-carboxylate BrC=1C=C(C=C2C(=CC(OC12)(C)C)OS(=O)(=O)C(F)(F)F)C(=O)OCC